O[C@H]1[C@@H](CCCC1)NC=1C2=C(C(=NN1)C1=NC=C(C=C1O)C(F)(F)F)CCC2 2-(4-(((1R,2R)-2-hydroxycyclohexyl)amino)-6,7-dihydro-5H-cyclopenta[d]pyridazin-1-yl)-5-(trifluoromethyl)pyridin-3-ol